2-((4-(2-(4-cyano-2-fluorophenyl)-4-fluoro-2H-chromen-8-yl)piperidin-1-yl)methyl)-1-(((S)-oxetan-2-yl)methyl)-1H-benzo[d]imidazole-6-carboxylic acid C(#N)C1=CC(=C(C=C1)C1OC2=C(C=CC=C2C(=C1)F)C1CCN(CC1)CC1=NC2=C(N1C[C@H]1OCC1)C=C(C=C2)C(=O)O)F